O(Br)Br dibromine monoxide